C(=O)(O)C(O)C(O)C(=O)O.N[C@@H](CCC(N)=O)C(=O)O glutamine tartrate